γ-glycidoxypropylethyl-dipropoxysilane C(C1CO1)OCCC[Si](OCCC)(OCCC)CC